N,N-diethyl-1-hydroxy-6,6,9-trimethyl-3-pentyl-6a,7,8,10a-tetrahydro-6H-benzo[c]chromene-2-carboxamide C(C)N(C(=O)C=1C(=C2C3C(C(OC2=CC1CCCCC)(C)C)CCC(=C3)C)O)CC